ClC=1C(=CC(N(N1)C)=O)C 6-chloro-2,5-dimethylpyridazin-3(2H)-one